CN1N=NC2=C1C=CC(=C2C)C(C(C(=O)OC)(C)C)C2=CC(=C(C=C2)C)CN2C[C@H](OC=1C=NC=3C=CC=CC3C1C2)CC Methyl 3-(1,4-dimethyl-1H-benzo[d][1,2,3]triazol-5-yl)-3-(3-(((R)-4-ethyl-3,4-dihydro-[1,4]oxazepino[7,6-c]quinolin-2(1H)-yl) methyl)-4-methylphenyl)-2,2-dimethylpropionate